NC1=CC=C(C=C1)N(C(OCC1=CC=C(C=C1)NC([C@H](CCCNC(=O)N)NC(=O)OC(C)(C)C)=O)=O)[C@@H]1C[C@@H](N(C2=CC=CC=C12)C(CC)=O)C 4-((S)-2-((tert-butoxycarbonyl)amino)-5-ureidopentanamido)benzyl (4-aminophenyl)((2S,4R)-2-methyl-1-propionyl-1,2,3,4-tetrahydroquinolin-4-yl)carbamate